CC1NC2=CC=CC=C2C12C(=NC1=CC=C(C=C1C2)C)C(F)(F)F 2,6'-dimethyl-2'-(trifluoromethyl)-4'H-spiro[indoline-3,3'-quinoline]